N,N-dimethyl-2-methylbutenamide CN(C(C(=CC)C)=O)C